3-tert-butyl-cyclobutanone C(C)(C)(C)C1CC(C1)=O